3-fluoro-5-formyl-N-(4-((3aR,6aS)-hexahydrocyclopenta[c]pyrrol-2(1H)-yl)phenyl)-4-hydroxybenzoamide FC=1C=C(C(=O)NC2=CC=C(C=C2)N2C[C@@H]3[C@H](C2)CCC3)C=C(C1O)C=O